4-(2-(2-Aminopyridin-3-yl)-3-(4-(chloromethyl)phenyl)-3H-imidazo[4,5-b]pyridin-5-yl)picolinonitrile NC1=NC=CC=C1C1=NC=2C(=NC(=CC2)C2=CC(=NC=C2)C#N)N1C1=CC=C(C=C1)CCl